1,3,4,6-hexanetetraol C(CC(C(CCO)O)O)O